2-(4-fluorophenyl)-4-((trimethylsilyl)ethynyl)pyrimidine-5-carbonitrile FC1=CC=C(C=C1)C1=NC=C(C(=N1)C#C[Si](C)(C)C)C#N